C(C)C1=NC=C(C=C1C)C 2-ethyl-3,5-dimethylpyridine